C(C1=CC=CC=C1)OC1=C2C(=C(N(C2=CC=C1)C1=CC=C(C=C1)F)C(CO[Si](C)(C)C(C)(C)C)(C)C)C1=CC=C(C(=O)OC)C=C1 methyl 4-[4-benzyloxy-2-[2-[tert-butyl(dimethyl)silyl]oxy-1,1-dimethyl-ethyl]-1-(4-fluorophenyl)indol-3-yl]benzoate